5-(5-(2-methylmorpholine-4-carbonyl)-1H-pyrrolo[2,3-b]pyridin-1-yl)pyridinecarboxamide CC1CN(CCO1)C(=O)C=1C=C2C(=NC1)N(C=C2)C=2C=CC(=NC2)C(=O)N